tin dihydrogen phosphate P(=O)(O)(O)[O-].[Sn+4].P(=O)(O)(O)[O-].P(=O)(O)(O)[O-].P(=O)(O)(O)[O-]